({6-[(1,3-benzothiazol-2-yl)amino]-4,5-Dimethylpyridazin-3-yl}amino)-5-{3-[4-(dimethylcarbamoyl)-2-fluorophenoxy]Propyl}-1,3-thiazole-4-carboxylic acid ethyl ester C(C)OC(=O)C=1N=C(SC1CCCOC1=C(C=C(C=C1)C(N(C)C)=O)F)NC=1N=NC(=C(C1C)C)NC=1SC2=C(N1)C=CC=C2